8-bromo-2-(4-chloro-2-fluorophenyl)chromen-3-ol BrC=1C=CC=C2C=C(C(OC12)C1=C(C=C(C=C1)Cl)F)O